6-fluoro-3-[1-(2-methyl-1-oxo-2,3-dihydro-1H-isoindol-5-yl)-1H-[1,2,3]triazol-4-yl]-1H-quinolin-2-one FC=1C=C2C=C(C(NC2=CC1)=O)C=1N=NN(C1)C=1C=C2CN(C(C2=CC1)=O)C